6-(5-methyl-3,4,5,6-tetrahydropyridin-2-yl)quinoline CC1CCC(=NC1)C=1C=C2C=CC=NC2=CC1